all-trans-β-Carotene CC1(C)CCCC(C)=C1\C=C\C(\C)=C\C=C\C(\C)=C\C=C\C=C(/C)\C=C\C=C(/C)\C=C\C1=C(C)CCCC1(C)C